N,N-diethyl-N-propyl-N-pentylammonium bis(trifluoromethanesulfonyl)imide [N-](S(=O)(=O)C(F)(F)F)S(=O)(=O)C(F)(F)F.C(C)[N+](CCCCC)(CCC)CC